CC=1C(=C(C=2N(C1)C=NC2)C)CN (6,8-Dimethylimidazo[1,5-a]pyridin-7-yl)methylamine